4-epoxycyclohexylglycidyl ether C12C(CC(CC1)OCC1CO1)O2